FC1(CN(C1)C(CN1C(C=2N(C=C1)C=CC2C2=CC(=C(C=C2)F)C(F)(F)F)=O)=O)CF 2-(2-(3-fluoro-3-(fluoromethyl)azetidin-1-yl)-2-oxoethyl)-8-(4-fluoro-3-(trifluoromethyl)phenyl)pyrrolo[1,2-a]pyrazin-1(2H)-one